(S)-6a,7,8,9-tetrahydro-6H-pyrido[3,2-b]pyrrolo[1,2-d][1,4]oxazine-4-thiolate potassium [K+].N1=CC=C(C=2OC[C@H]3N(C21)CCC3)[S-]